N-(4-methyl-3-(piperidin-1-ylsulfonyl)phenyl)-2-(6-azaspiro[2.5]octan-6-yl)nicotinamide CC1=C(C=C(C=C1)NC(C1=C(N=CC=C1)N1CCC2(CC2)CC1)=O)S(=O)(=O)N1CCCCC1